2-methoxy-4-(2-methylpropenyl)phenol COC1=C(C=CC(=C1)C=C(C)C)O